N1=C2C(=CC=C1CO)COC2 (5,7-dihydrofuro[3,4-b]pyridin-2-yl)methanol